methyl 2-((tert-butoxycarbonyl)amino)-6-(2-hydroxyphenyl)isonicotinate C(C)(C)(C)OC(=O)NC=1C=C(C(=O)OC)C=C(N1)C1=C(C=CC=C1)O